NC1=C(SC2=NC(=CC=C21)C)C(=O)NC2COC1=CC(=CC(=C1C2([2H])[2H])F)N2CCN(CC2)C(=O)OC(C)(C)C Tert-Butyl 4-(3-(3-amino-6-methylthieno[2,3-b]pyridine-2-carboxamido)-5-fluorochroman-7-yl-4,4-d2)piperazine-1-carboxylate